7-(2-hydroxyprop-2-yl)pyrrolo[1,2-a]quinoxalin-4(5H)-one OC(C)(C)C=1C=C2NC(C=3N(C2=CC1)C=CC3)=O